OC1=C(C=C(C=C1)C(C)(C)C)N1N=C2C(=N1)C=CC=C2 2-(2'-hydroxy-5'-tert-butylphenyl)-2H-benzotriazole